2-(2-methyl-1,3-oxazol-5-yl)ethan-1-one CC=1OC(=CN1)CC=O